FC1=C(C(=CC=C1)F)C(C(C)=O)(C)C 3-(2,6-Difluorophenyl)-3-methylbutan-2-one